FC=1C=C(C=CC1OC)C1=CN=C2N1C=CN=C2NC2=CC(=C(C(=O)NCC1NCCCC1)C=C2)C 4-[[3-(3-fluoro-4-methoxyphenyl)imidazo[1,2-a]pyrazin-8-yl]amino]-2-methyl-N-(piperidin-2-ylmethyl)benzamide